CC1=CC(=NN1C=1C=C2C=CN(C2=CC1)CC1=CC=C(C=C1)[C@@H]1CNCCC1)C(=O)N (R)-5-methyl-1-(1-(4-(piperidin-3-yl)benzyl)-1H-indol-5-yl)-1H-pyrazole-3-carboxamide